3-(5-(((2-(4-(1,2-bis(4-hydroxyphenyl)but-1-en-1-yl)phenoxy)ethyl)(methyl)amino)methyl)-4-bromo-1-oxoisoindolin-2-yl)piperidine-2,6-dione OC1=CC=C(C=C1)C(=C(CC)C1=CC=C(C=C1)O)C1=CC=C(OCCN(C)CC=2C(=C3CN(C(C3=CC2)=O)C2C(NC(CC2)=O)=O)Br)C=C1